6-fluoro-2-methyl-1,3-benzothiazole-5-carbaldehyde FC1=CC2=C(N=C(S2)C)C=C1C=O